FC=1C=C(C=CC1F)N1CCC2NN3CC4(N(C(C3C2C1)=O)C)CC4 N-(3,4-difluorophenyl)-4'-methyl-3'-oxo-4',7',8',12'-tetraazaspiro[cyclopropane-1,5'-tricyclo[7.4.0.02,7]tridecane]